NC(C(=O)N)C=1C=NC(=CC1)C1=C(C=C(C=C1)C#N)OC1=CC(=NC(=C1)N1CCOCC1)C 2-amino-2-[6-[4-cyano-2-(2-methyl-6-morpholin-4-ylpyridin-4-yl)oxyphenyl]pyridin-3-yl]acetamide